ClC1=NC=CC=C1N1C=NC2=C1C(=CC(=C2)C(F)(F)F)F (2-Chloropyridin-3-yl)-7-fluoro-5-(trifluoromethyl)-1H-1,3-Benzodiazole